FC=1C=2N(C=C(C1OC(C)C)C(=O)NC=1C(N(C=CC1)[C@@H]1[C@@H](C1)F)=O)C=C(N2)[C@]21CO[C@](CC2)(C1)C 8-fluoro-N-(1-((1S,2R)-2-fluorocyclopropyl)-2-oxo-1,2-dihydropyridin-3-yl)-7-isopropoxy-2-((1R,4S)-1-methyl-2-oxabicyclo[2.2.1]heptan-4-yl)imidazo[1,2-a]pyridine-6-carboxamide